C(CC(O)(C(=O)O)CC(=O)O)(=O)O.CO.CO.CO trimethanol citrate